ClC=1C=C(C=CC1Cl)C(C1=NN=C(O1)C1CN(CC12CN(C2)C(=O)[C@@H]2C(C2)(F)F)C(=O)C2CCN(CC2)C(=O)OC(C)(C)C)(F)F tert-butyl 4-(8-(5-((3,4-dichlorophenyl)difluoromethyl)-1,3,4-oxadiazol-2-yl)-2-((R)-2,2-difluorocyclopropane-1-carbonyl)-2,6-diazaspiro[3.4]octane-6-carbonyl)piperidine-1-carboxylate